COC1=CC=2N=CN=C(C2N=C1O[C@H](C)C1=NN=NN1C)C=1C(=NN(C1)C)C1=CC=CC=C1 (R)-7-methoxy-6-(1-(1-methyl-1H-tetrazol-5-yl)ethoxy)-4-(1-methyl-3-phenyl-1H-pyrazol-4-yl)pyrido[3,2-d]pyrimidine